N-[α-trimethylammonioacetyl]-didodecyl-D-glutamate C[N+](CC(=O)N([C@](CCC(=O)[O-])(C(=O)[O-])CCCCCCCCCCCC)CCCCCCCCCCCC)(C)C